2-[(4-{[6-(4-chloro-2-fluorophenyl)-1-benzofuran-2-yl]methyl}piperazin-1-yl)methyl]-1-{[(2S)-oxetan-2-yl]methyl}-1H-1,3-benzodiazole-6-carboxylic acid ClC1=CC(=C(C=C1)C1=CC2=C(C=C(O2)CN2CCN(CC2)CC2=NC3=C(N2C[C@H]2OCC2)C=C(C=C3)C(=O)O)C=C1)F